Tri(n-butylphenyl) thiophosphate P(=S)(OC1=C(C=CC=C1)CCCC)(OC1=C(C=CC=C1)CCCC)OC1=C(C=CC=C1)CCCC